6-bromo-3-(2-chloro-5-fluorophenyl)-2-(4-methoxybenzyl)-1-carbonylisoindoline-4-carboxamide BrC=1C=C(C=2C(N(C(C2C1)=C=O)CC1=CC=C(C=C1)OC)C1=C(C=CC(=C1)F)Cl)C(=O)N